4-(2-(4-(benzyloxy)phenyl)-1-cyclopropyl-3-((tetrahydro-2H-pyran-2-yl)oxy)propan-2-yl)-2-chloro-6-iodoquinazoline C(C1=CC=CC=C1)OC1=CC=C(C=C1)C(CC1CC1)(COC1OCCCC1)C1=NC(=NC2=CC=C(C=C12)I)Cl